N-ethyl-2-(4-fluoro-5-methoxy-1-((2-(trimethylsilyl)ethoxy)methyl)-1H-indazol-3-yl)-N-methylethan-1-amine C(C)N(CCC1=NN(C2=CC=C(C(=C12)F)OC)COCC[Si](C)(C)C)C